CC=1C(=NC=CN1)C(=O)NC=1C=NN(C1)CC=1C(=NC(=NC1)N1C([C@H]2C[C@@H]2C1)=O)C |&1:26| 3-methyl-N-(1-((4-methyl-2-((1S,SR)-2-oxo-3-azabicyclo[3.1.0]hexan-3-yl)pyrimidin-5-yl)methyl)-1H-pyrazol-4-yl)pyrazine-2-carboxamide